CNC1=C(C(=NC(=C1)C1=CC=CC=C1)C1=NC(=NO1)CC)[N+](=O)[O-] methylamino-2-(3-ethyl-[1,2,4]oxadiazol-5-yl)-3-nitro-6-phenylpyridine